Tert-butyl (5-bromo-2-(methoxy(methyl)carbamoyl)-2,3-dihydro-1H-inden-2-yl)carbamate BrC=1C=C2CC(CC2=CC1)(C(N(C)OC)=O)NC(OC(C)(C)C)=O